CN[C@H](CC1=CC=CC=C1)C(=O)O r-methylphenylalanine